[Sn].[In].[Zn] zinc-indium-tin